OC1=C(C(=O)C2=CC=CC=C2)C=C(C(=C1)OCCCCCCCCC)[N+](=O)[O-] 2-hydroxy-4-nonyloxy-5-nitrobenzophenone